N-(2-(1H-indol-3-yl)ethyl)-2-methyl-6-((3,4,5-trimethoxyphenyl)amino)benzamide N1C=C(C2=CC=CC=C12)CCNC(C1=C(C=CC=C1NC1=CC(=C(C(=C1)OC)OC)OC)C)=O